(2S,4r)-1-[(2S)-2-[4-(5-chloro-1,3-dimethyl-pyrazol-4-yl)triazol-1-yl]-3,3-dimethyl-butyryl]-4-hydroxy-N-methyl-pyrrolidine-2-carboxamide ClC1=C(C(=NN1C)C)C=1N=NN(C1)[C@H](C(=O)N1[C@@H](C[C@H](C1)O)C(=O)NC)C(C)(C)C